acryloyloxyoctylmethyldiethoxysilane tert-butyl-(1S,5S,6S)-3-(2,7-dichloro-8-fluoropyrido[4,3-d]pyrimidin-4-yl)-6-ethoxy-3,8-diazabicyclo[3.2.1]octane-8-carboxylate C(C)(C)(C)OC(=O)N1[C@@H]2CN(C[C@H]1[C@H](C2)OCC)C=2C1=C(N=C(N2)Cl)C(=C(N=C1)Cl)F.C(C=C)(=O)OCCCCCCCC[Si](OCC)(OCC)C